3-Methyl-5-(N-(4-(tert-butyloxycarbonyl)benzyl)-N-phenylethylsulfamoyl)benzofuran-2-carboxylic acid CC1=C(OC2=C1C=C(C=C2)S(N(CCC2=CC=CC=C2)CC2=CC=C(C=C2)C(=O)OC(C)(C)C)(=O)=O)C(=O)O